CC=1NC=C(C1C(C)=O)C 1-(2,4-dimethyl-1H-pyrrol-3-yl)ethan-1-one